CC(=CCSSSCC=C(C)C)C di(3-methyl-2-butenyl) trisulfide